C1(CC1)NC(C1=NC(=C(C=C1)N1[C@H]2CC[C@H]2N(CC1)CC=1C=NC=2C=C(C(NC2C1)=O)CC)F)=O N-cyclopropyl-5-((1S,6R)-5-((7-ethyl-6-oxo-5,6-dihydro-1,5-naphthyridin-3-yl)methyl)-2,5-diazabicyclo[4.2.0]octan-2-yl)-6-fluoropicolinamide